C1=CC=C2C(=C1)C=C(C(=O)N2)F FluoroQuinolone